6-Methoxypyrimidine COC1=CC=NC=N1